2-(diphenylphosphino)-N-((6-((diphenylphosphino)methyl)pyridin-2-yl)methyl)ethan-1-amine C1(=CC=CC=C1)P(CCNCC1=NC(=CC=C1)CP(C1=CC=CC=C1)C1=CC=CC=C1)C1=CC=CC=C1